[6-(3-cyclopropyl-1H-1,2,4-triazol-5-yl)-2-azaspiro[3.3]heptan-2-yl]-[6-[[2-ethyl-5-(trifluoromethyl)pyrazol-3-yl]methyl]-2,6-diazaspiro[3.3]heptan-2-yl]methanone C1(CC1)C1=NNC(=N1)C1CC2(CN(C2)C(=O)N2CC3(C2)CN(C3)CC=3N(N=C(C3)C(F)(F)F)CC)C1